ClC1=CC=C(OC2C(N(C3CC23)C2=CC(=NN2)C2=CN=NC=C2)=O)C=C1 endo-4-(4-chlorophenoxy)-2-(3-(pyridazin-4-yl)-1H-pyrazol-5-yl)-2-aza-bicyclo[3.1.0]hexan-3-one